OB1N(N=CC2=C1C=CC=C2)C(=O)C=2C=NC=CC2 (1-hydroxybenzo[d][1,2,3]diazaborinin-2(1H)-yl)(pyridin-3-yl)methanone